FC=1C(=C(C=C(C1)CC1=CN=C(O1)C)[C@H](C(=O)O)N1C[C@@H](CC1)OCCCCCC1=NC=2NCCCC2C=C1)OC (R)-2-(3-fluoro-2-methoxy-5-((2-methyloxazol-5-yl)methyl)phenyl)-2-((R)-3-((5-(5,6,7,8-tetrahydro-1,8-naphthyridin-2-yl)pentyl)oxy)pyrrolidin-1-yl)acetic acid